COCC1=NN2C(C(CCC2)=O)=C1 2-(methoxymethyl)-6,7-dihydropyrazolo[1,5-a]pyridin-4(5H)-one